FC1=CC=C(OCC2N(C3CC(C2C)C3)C(=O)C=3N=C(SC3C=3C=NC(=CC3)C)C)C=C1 3-[(4-fluorophenoxy)methyl]-4-methyl-2-[2-methyl-5-(6-methylpyridin-3-yl)-1,3-thiazole-4-carbonyl]-2-azabicyclo[3.1.1]heptane